1-(2,2-difluoroethoxy)-1,1-difluoroethane FC(COC(C)(F)F)F